(7-(5-(2-(2,6-dimethylpyridin-4-yl)-3-methyl-1H-indol-6-yl)pyridin-2-yl)-4,7-diazaspiro[2.5]octan-4-yl)(1H-thieno[2,3-d]imidazol-5-yl)methanone CC1=NC(=CC(=C1)C=1NC2=CC(=CC=C2C1C)C=1C=CC(=NC1)N1CCN(C2(CC2)C1)C(=O)C1=CC2=C(N=CN2)S1)C